4-((4-(1H-1,2,4-triazol-1-yl)phenyl)thio)benzene-1,2-diamine N1(N=CN=C1)C1=CC=C(C=C1)SC=1C=C(C(=CC1)N)N